4-((4-((4-methylpent-2-yl)amino)phenyl)amino)phenol CC(CC(C)NC1=CC=C(C=C1)NC1=CC=C(C=C1)O)C